ClC1=C(OC2=C(C(=O)O)C=CC=C2)C=CC(=C1)Cl (2,4-dichlorophenoxy)benzoic acid